Cl.Cl.N(=NCC(C)C=1N(CCN1)CCO)CC(C)C=1N(CCN1)CCO azobis[2-[1-(2-hydroxyethyl)-2-imidazolin-2-yl]propane] dihydrochloride